(2R,3R)-3-azido-1,2,3,4-tetrahydronaphthalen-2-ol N(=[N+]=[N-])[C@H]1[C@@H](CC2=CC=CC=C2C1)O